4,6-dichloro-N-(6-(pyridin-4-yl)thiazolo[4,5-b]pyridin-2-yl)nicotinamide ClC1=CC(=NC=C1C(=O)NC=1SC=2C(=NC=C(C2)C2=CC=NC=C2)N1)Cl